C(C1=CC=CC=C1)[C@H](CNC(=S)NC1=CC(=C(C(=C1)F)OC1=C2C(=NC=C1)N(C=C2C2=CC(=C(C=C2)OC(C)C)C#N)COCC[Si](C)(C)C)F)CO |r| (+/-)-N-[2-benzyl-3-hydroxypropyl]-N'-{4-[(3-{3-cyano-4-[(propan-2-yl)oxy]phenyl}-1-{[2-(trimethylsilyl)ethoxy]methyl}-1H-pyrrolo[2,3-b]pyridin-4-yl)oxy]-3,5-difluorophenyl}thiourea